4-((1S,5R)-1-(5-(4-fluoro-1-methylpiperidin-4-yl)-1,3,4-oxadiazol-2-yl)-5-(trifluoromethyl)-3-azabicyclo[3.1.0]hexan-3-yl)pyrazolo[1,5-a]pyridine-7-carbonitrile FC1(CCN(CC1)C)C1=NN=C(O1)[C@@]12CN(C[C@]2(C1)C(F)(F)F)C=1C=2N(C(=CC1)C#N)N=CC2